tert-butyl cis-4-((5-(tert-butyl)-1,2,4-oxadiazole-3-carboxamido)methyl)-3-fluoropiperidine-1-carboxylate C(C)(C)(C)C1=NC(=NO1)C(=O)NC[C@@H]1[C@@H](CN(CC1)C(=O)OC(C)(C)C)F